[Na+].C=1(C(=CC=CC1)S(=O)(=O)[O-])C=CC=1C(=CC=CC1)S(=O)(=O)[O-].[Na+] stilbene-2,2'-disulfonic acid sodium salt